2,6-bis(tert-butyl)-9-(2-carboxyethyl)carbonyloxyanthracene sodium dihydrogenphosphate salt P(=O)(O)(O)[O-].[Na+].C(C)(C)(C)C1=CC2=C(C3=CC=C(C=C3C=C2C=C1)C(C)(C)C)OC(=O)CCC(=O)O